N1N=NC=C1CCN1CC2=C(N(C=3C=CC(=CC23)F)CCCCCCN)CC1 6-(2-(2-(1H-1,2,3-triazol-5-yl)ethyl)-8-fluoro-1,2,3,4-tetrahydro-5H-pyrido[4,3-b]indol-5-yl)hexan-1-amine